Methyl 4-[(3,5-di-tert-butyl-4-methoxyphenyl)amino]benzoate C(C)(C)(C)C=1C=C(C=C(C1OC)C(C)(C)C)NC1=CC=C(C(=O)OC)C=C1